N-[7-(5-amino-4-methylpyridin-3-yl)-5H,6H,8H-pyrido[3,4-d]pyrimidin-2-yl]-6-methyl-7,8-dihydro-5H-1,6-naphthyridin-3-amine NC=1C(=C(C=NC1)N1CC=2N=C(N=CC2CC1)NC=1C=NC=2CCN(CC2C1)C)C